(2-(4-chlorophenyl)-1H-imidazol-4-yl)(3,4,5-trihydroxyPhenylphenyl)methanone ClC1=CC=C(C=C1)C=1NC=C(N1)C(=O)C1=C(C=CC=C1)C1=CC(=C(C(=C1)O)O)O